N,N'-di((dimethylamino)-3-propyl)urea CN(C)C(CC)NC(=O)NC(CC)N(C)C